O1[C@H](COC2=C1C=CC=C2)C2=CC=C(CN(C(C)(C)C)C)C=C2 N-{4-[(2S)-2,3-dihydro-1,4-benzodioxin-2-yl]benzyl}-N,2-dimethylpropan-2-amine